O1[C@@H](CC1)CN1C=NC2C1C=CS2 ((S)-oxetan-2-ylmethyl)-3a,6a-dihydro-1H-thieno[2,3-d]imidazole